(4S,5R)-1,5-dimethyl-4-phenylimidazolidin-2-one CN1C(N[C@H]([C@H]1C)C1=CC=CC=C1)=O